2,3-diphenyl-2,4,5,6,7,8-hexahydrocyclohepta[c]pyrazole C1(=CC=CC=C1)N1N=C2C(=C1C1=CC=CC=C1)CCCCC2